FC=1C=C(C=C(C1CN1CCOCC1)F)C=1C=CC=C2N=CC(=NC12)C=1C=NN(C1)C1CCN(CC1)CC(=O)NCCCCCCCNC=1C=C2C(N(C(C2=CC1)=O)C1C(NC(CC1)=O)=O)=O 2-(4-(4-(8-(3,5-difluoro-4-(morpholinomethyl)phenyl)quinoxalin-2-yl)-1H-pyrazol-1-yl)piperidin-1-yl)-N-(7-((2-(2,6-dioxopiperidin-3-yl)-1,3-dioxoisoindolin-5-yl)amino)heptyl)acetamide